O=C1NC(CC[C@H]1NC(CC1=CC=CC=C1)=O)=O N-[(3R)-2,6-dioxo-3-piperidinyl]-phenylacetamide